C(CC(=O)C)(=O)[O-].C(C)CC(CC(=O)[O-])=O.C(C)CC(CC(=O)[O-])=O.[B+3] boron bis(ethylacetoacetate) monoacetoacetate